(S)-2-((4-(6-((4-cyanobenzofuran-7-yl)methoxy)pyridin-2-yl)piperidin-1-yl)methyl)-1-(oxetane-2-ylmethyl)-1H-benzo[d]imidazole C(#N)C1=CC=C(C2=C1C=CO2)COC2=CC=CC(=N2)C2CCN(CC2)CC2=NC1=C(N2C[C@H]2OCC2)C=CC=C1